2-((1S,2R)-1-(2-cyanophenyl)-1-(3-fluoro-1-isopropyl-1H-pyrazol-4-yl)propan-2-yl)-5-hydroxy-N-(isoxazol-4-yl)-1-methyl-6-oxo-1,6-dihydropyrimidine-4-carboxamide C(#N)C1=C(C=CC=C1)[C@H]([C@@H](C)C=1N(C(C(=C(N1)C(=O)NC=1C=NOC1)O)=O)C)C=1C(=NN(C1)C(C)C)F